2-(diiso-propylamino)ethylamine C(C)(C)N(CCN)C(C)C